5,5'-(Butane-1,4-diyl)bis(N-((4-(trifluoromethyl)pyridin-3-yl)methyl)-1,3,4-thiadiazole-2-carboxamide) C(CCCC1=NN=C(S1)C(=O)NCC=1C=NC=CC1C(F)(F)F)C1=NN=C(S1)C(=O)NCC=1C=NC=CC1C(F)(F)F